methyl 2-[methyl-[2-[1-[(4-methylphenyl)methyl]-5-oxopyrrolidin-2-yl]acetyl]amino]acetat CN(CC(=O)OC)C(CC1N(C(CC1)=O)CC1=CC=C(C=C1)C)=O